isobutyl-hydroxylamine HCl Cl.C(C(C)C)NO